C(CCC)(=O)C1=CC(=C(C=N1)C=1C(=NC2=CC(=NC=C2C1)NC(=O)[C@@H]1[C@@H](C1)F)OC)C (1R,2R)-N-[3-(6-butanoyl-4-methylpyridin-3-yl)-2-methoxy-1,6-naphthyridin-7-yl]-2-fluorocyclopropane-1-carboxamide